ClC1=CC=C(C=C1)[C@H](C(=O)N1CCC2=CC(=C(C=C12)C(F)(F)F)F)NC1=CC(=CC(=C1)OC)OCCO |r| racemic-2-(4-chlorophenyl)-1-(5-fluoro-6-(trifluoromethyl)indolin-1-yl)-2-((3-(2-hydroxyethoxy)-5-methoxyphenyl)amino)ethanone